methyl 5-(2-isobutyrylaminoimidazo[1,2-b]pyridazin-6-yl)-2-methoxynicotinate C(C(C)C)(=O)NC=1N=C2N(N=C(C=C2)C=2C=NC(=C(C(=O)OC)C2)OC)C1